OCC(C)S(=O)(=O)NC1=CC(=C(C(=O)NC2=NC(=CC=C2)OCCC(F)(F)F)C=C1)N1CCC2(CC2)CC1 4-((2-hydroxy-1-methylethyl)sulfonamido)-2-(6-azaspiro[2.5]octan-6-yl)-N-(6-(3,3,3-trifluoropropoxy)pyridin-2-yl)benzamide